dimercaptopropanesulfonic acid C(C(CS(=O)(=O)O)S)S